tert-Butyl 6-(3-(((benzyloxy)carbonyl)(methyl)amino)-4-(methoxycarbonyl)phenyl)-2,2-difluoro-7-azaspiro[3.5]non-5-ene-7-carboxylate C(C1=CC=CC=C1)OC(=O)N(C=1C=C(C=CC1C(=O)OC)C1=CC2(CC(C2)(F)F)CCN1C(=O)OC(C)(C)C)C